2-[2-(3,4-difluoro-2-methyl-phenoxy)-4-methyl-5-(trifluoromethyl)-3-pyridyl]-4-oxo-1H-1,6-naphthyridine-5-carboxylic acid FC=1C(=C(OC2=NC=C(C(=C2C=2NC=3C=CN=C(C3C(C2)=O)C(=O)O)C)C(F)(F)F)C=CC1F)C